[(5-bromo-3-chloropyridin-2-yl)methyl]carbamate BrC=1C=C(C(=NC1)CNC([O-])=O)Cl